3-(5-(3-(3-ethylpiperidine-1-carbonyl)pyrazolo[1,5-a]pyridin-7-yl)pyridin-2-yl)oxazolidin-2-one C(C)C1CN(CCC1)C(=O)C=1C=NN2C1C=CC=C2C=2C=CC(=NC2)N2C(OCC2)=O